S=C1NC(C2=C(N1)C=CN2)=O 2-thioxo-1,2,3,5-tetrahydro-4H-pyrrolo[3,2-d]pyrimidin-4-one